ClC=1C(=CC(=NC1)N1CCOC2(CCC2)C1)N 5-chloro-2-(5-oxa-8-azaspiro[3.5]nonan-8-yl)pyridin-4-amine